NC1(CCC2=C(NC1=O)N=CC(=C2)/C=C/C(=O)N(CC2=C(OC1=C2C=CC=C1)C)C)C (E)-3-(7-amino-7-methyl-8-oxo-6,7,8,9-tetrahydro-5H-pyrido[2,3-b]azepin-3-yl)-N-methyl-N-((2-methylbenzofuran-3-yl)methyl)acrylamide